C1(=CC=CC=C1)C=1C(=C(C2=C(C=3C(=C(C(=C(C3C=C2C1)[2H])[2H])[2H])[2H])[2H])[2H])C1=C(C=CC2=CC=CC=C12)C1=CSC=2C1=CC=C1C2C=CC2=CC=CC=C21 phenyl[(naphthobenzothiophenyl)naphthyl]anthracene-d6